N-[(3-exo)-8-Azabicyclo[3.2.1]oct-3-yl]-4-fluoro-N-methyl-6-(2-methylimidazo[1,2-b]pyridazin-6-yl)-1,3-benzothiazol-2-amin-Hydrochlorid Cl.C12CC(CC(CC1)N2)N(C=2SC1=C(N2)C(=CC(=C1)C=1C=CC=2N(N1)C=C(N2)C)F)C